3-bromo-3'-chloro-5-fluoro-4'-(3-methyl-2-oxo-2,3-dihydro-1H-imidazol-1-yl)-[1,1'-biphenyl]-2-yl acetate C(C)(=O)OC1=C(C=C(C=C1Br)F)C1=CC(=C(C=C1)N1C(N(C=C1)C)=O)Cl